aluminum tris(ethylacetate) C(C)CC(=O)[O-].C(C)CC(=O)[O-].C(C)CC(=O)[O-].[Al+3]